Cl.C(C)C1=NN2C(N(C3=C(C2=O)CN(C3=O)[C@H]3CNCC3)CC(=O)NC3=NC=C(C=C3)F)=C1 |r| 2-{2-ethyl-5,8-dioxo-6-[(±)-pyrrolidin-3-yl]-5,6,7,8-tetrahydro-4H-pyrazolo[1,5-a]pyrrolo[3,4-d]pyrimidin-4-yl}-N-(5-fluoropyridin-2-yl)acetamide hydrochloride